(S)-1-(4-(2-fluoro-3-methylpyridin-4-yl)-2-(trifluoromethyl)phenoxy)-2,4-dimethyl-pentan-2-amine FC1=NC=CC(=C1C)C1=CC(=C(OC[C@](CC(C)C)(N)C)C=C1)C(F)(F)F